C(C)OC1=C(C=CC(=N1)C(CS(=O)(=O)C)N1C(NC2=C1C=CC(=C2)C(=O)[O-])=O)OC 1-(1-(6-ethoxy-5-methoxypyridin-2-yl)-2-(methylsulfonyl)ethyl)-2-oxo-2,3-dihydro-1H-benzo[d]imidazole-5-carboxylate